N-octadecenyl-2-(3-methoxy-4-(t-butylcarbonyloxy)-phenyl)-7-methoxy-3,5-di-(t-butylcarbonyloxy)-quinolin-4-one C(=CCCCCCCCCCCCCCCCC)N1C(=C(C(C2=C(C=C(C=C12)OC)OC(=O)C(C)(C)C)=O)OC(=O)C(C)(C)C)C1=CC(=C(C=C1)OC(=O)C(C)(C)C)OC